4-(3-fluorostyryl)isoindolin-1-one FC=1C=C(C=CC2=C3CNC(C3=CC=C2)=O)C=CC1